BrC=1C=C(C=NC1OC)NC=C1C(OC(OC1=O)(C)C)=O 5-{[(5-bromo-6-methoxypyridin-3-yl)amino]methylidene}-2,2-dimethyl-1,3-dioxane-4,6-dione